NC=1SC(=C(C1C#N)C)C 2-amino-4,5-dimethyl-thiophene-3-carbonitrile